methyl 1'-[(4-chlorophenyl)methyl]-2-oxo-spiro[indoline-3,4'-piperidine]-5-carboxylate acetate C(C)(=O)O.ClC1=CC=C(C=C1)CN1CCC2(CC1)C(NC1=CC=C(C=C12)C(=O)OC)=O